NC=1C=2N(C=C(N1)C)C(=NC2C=2C=CC(=NC2C)NC([C@@H](O)C2=CC(=CC=C2)F)=O)C([2H])([2H])[2H] (s)-N-[5-[8-amino-6-methyl-3-(trideuteriomethyl)imidazo[1,5-a]pyrazin-1-yl]-6-methyl-2-pyridyl]-2-(3-fluorophenyl)-2-hydroxy-acetamide